2,2,2-trifluoro-N-(2,2,2-Trifluoro-acetyl)-N-(3-trimethylsilanyl-propyl)-acetamide FC(C(=O)N(CCC[Si](C)(C)C)C(C(F)(F)F)=O)(F)F